COC1=C2[C@H]3[C@H](C(OC2=CC(=C1)C(C)(CCCCCC)C)(C)C)CCC(=C3)CO [(6Ar,10aR)-1-methoxy-6,6-dimethyl-3-(2-methyloctan-2-yl)-6a,7,8,10a-tetrahydrobenzo[c]chromen-9-yl]methanol